N1(CCCC1)C1=CC=C(N=N1)C=1C=C(C(=O)NCC=2SC=CN2)C=CC1 3-(6-(pyrrolidin-1-yl)pyridazin-3-yl)-N-(thiazol-2-ylmethyl)benzamide